O[C@@]12[C@@]3(C4=CC(=CC=C4C[C@H]1N(CC3)C)C(=O)NC)CCC2 (3aS,4R,9bS)-3a-hydroxy-N,12-dimethyl-1,2,3,3a,4,5-hexahydro-4,9b-(epiminoethano)cyclopenta[a]naphthalene-8-carboxamide